N(=[N+]=[N-])CC1=NC=C2C=CC(=NC2=C1)Cl 7-(azidomethyl)-2-chloro-1,6-naphthyridine